ClC1=C(C(=CC=C1Cl)OC)N1CC(CCC1)C(=O)OC(C)(C)C tert-butyl 1-(2,3-dichloro-6-methoxyphenyl)piperidine-3-carboxylate